N-(3-(4-(1-cyclobutyl-1H-pyrazol-4-yl)pyridin-2-yl)-1-methyl-1H-pyrazolo[3,4-c]pyridin-5-yl)cyclopropanecarboxamide C1(CCC1)N1N=CC(=C1)C1=CC(=NC=C1)C1=NN(C2=CN=C(C=C21)NC(=O)C2CC2)C